C(=O)O.C(C)OC1=C(N=C2N1C=C(C=N2)C(=O)NC=2N=NC(=CC2)N2CCNCC2)C ethoxy-2-methyl-N-(6-(piperazin-1-yl)pyridazin-3-yl)imidazo[1,2-a]pyrimidine-6-carboxamide formate salt